6-(4-(((Tert-butyldimethylsilyl)oxy)methyl)phenyl)-4-(1-phenylpropyl)-7-((2-(trimethylsilyl)ethoxy)methyl)-7H-pyrrolo[2,3-d]pyrimidine [Si](C)(C)(C(C)(C)C)OCC1=CC=C(C=C1)C1=CC2=C(N=CN=C2C(CC)C2=CC=CC=C2)N1COCC[Si](C)(C)C